C(C)(=O)N1CCC(CC1)CCC1N(CC2=C(C=CC=C12)C1=CC=C(C=C1)C#N)C#N (2-(1-acetylpiperidin-4-yl)ethyl)-4-(4-cyanophenyl)isoindoline-2-carbonitrile